O1[C@@H](CCC1)C(=O)O (2S)-oxolane-2-carboxylic acid